C(#N)C(=C1C(=C2C(=C(C3=C(C(C(=C4C(=C(C(=C1F)C2=C43)F)F)F)=C(C#N)C#N)F)F)F)F)C#N 2-(7-Dicyanomethylene-1,3,4,5,6,8,9,10-octafluoro-7H-pyren-2-ylidene)-malononitrile